3-(5-chloro-1H-indol-4-yl)-5-(1H-indol-4-yl)-4-isopropyl-1H-pyrrole-2-carboxylic acid ClC=1C(=C2C=CNC2=CC1)C1=C(NC(=C1C(C)C)C1=C2C=CNC2=CC=C1)C(=O)O